N1=NC(=NN=C1)C1=CC=C(CNC(C2=CC=C(C=C2)F)=O)C=C1 (e)-N-(4-(1,2,4,5-tetrazin-3-yl)benzyl)-4-fluorobenzamide